P(OCC(C)C)(OCC(C)C)=O di(2-methylpropyl) phosphonate